C1(=CC=CC=C1)C1=C(C(=NN=N1)C1=C2C(=CC(=C1C1=CC=CC=3SC4=C(C31)C=CC=C4)C4=CC=CC=C4)N=C4C=CC3=C1C=CC=CC1=NC3=C42)C4=C(C=CC=C4)C4=CC=CC=C4 (phenyl)(biphenylyl)[(phenyl)(dibenzothiophenyl)indolocarbazolyl]triazine